FC=1C=C(C=CC1)CNC(=O)C=1C(N(C2=CC(=CC=C2C1C)C(F)(F)F)C1CCOCC1)=O N-[(3-Fluorophenyl)-methyl]-4-methyl-2-oxo-1-tetrahydro-pyran-4-yl-7-(trifluoromethyl)-1H-quinoline-3-carboxylic acid amide